4-(6-(4-chloro-2-fluorobenzyloxy)pyridin-2-yl)piperazine-1-carboxylic acid tert-butyl ester C(C)(C)(C)OC(=O)N1CCN(CC1)C1=NC(=CC=C1)OCC1=C(C=C(C=C1)Cl)F